BrC1=NC(=CC(=C1)Br)C 2,4-dibromo-6-methylpyridine